6-(4-amino-5-(difluoromethyl)pyrimidin-2-yl)-7-fluoro-2-((2s,4s)-2-fluoro-4-((6-oxo-5-(trifluoromethyl)-1,6-dihydropyridazin-4-yl)oxy)pentyl)isoquinolin-1(2H)-one NC1=NC(=NC=C1C(F)F)C=1C=C2C=CN(C(C2=CC1F)=O)C[C@H](C[C@H](C)OC=1C=NNC(C1C(F)(F)F)=O)F